3-fluoro-4-((6-methoxy-7-vinyl-1,5-naphthyridin-4-yl)oxy)aniline FC=1C=C(N)C=CC1OC1=CC=NC2=CC(=C(N=C12)OC)C=C